ClC=1C(=CC(=C(C1)S(=O)(=O)NC(C1=C(C=C(C(=C1)C1CC1)OCC1CCCC1)F)=O)F)F N-((5-chloro-2,4-difluorophenyl)sulfonyl)-4-(cyclopentylmethoxy)-5-cyclopropyl-2-fluorobenzamide